(R)-5-(1-(3,5-dichloropyridin-4-yl)ethoxy)-3-(6-((2-(methyl-sulfonyl)-2-azaspiro[3.3]heptan-6-yl)oxy)pyridin-3-yl)-1H-indazole ClC=1C=NC=C(C1[C@@H](C)OC=1C=C2C(=NNC2=CC1)C=1C=NC(=CC1)OC1CC2(CN(C2)S(=O)(=O)C)C1)Cl